1-(bicyclo[1.1.1]pentan-1-yl)-N-(7-chloro-6-(1-(4-hydroxy-3-methyltetrahydrofuran-3-yl)piperidin-4-yl)isoquinolin-3-yl)-1H-pyrazole-4-carboxamide C12(CC(C1)C2)N2N=CC(=C2)C(=O)NC=2N=CC1=CC(=C(C=C1C2)C2CCN(CC2)C2(COCC2O)C)Cl